(E)-3-(2-(4-(2-(4-chlorophenoxy)acetamido)piperidin-1-yl)phenyl)-N-hydroxyacrylamide ClC1=CC=C(OCC(=O)NC2CCN(CC2)C2=C(C=CC=C2)/C=C/C(=O)NO)C=C1